CC1=NC(=NO1)C1=CC=C(CNC(OCC2=CC=CC=C2)=O)C=C1 benzyl (4-(5-methyl-1,2,4-oxadiazol-3-yl)benzyl)carbamate